FC(C(C(C(C(C1=CC=C(C(=O)[O-])C=C1)(F)F)(F)F)(F)F)(F)F)(CCC(F)(F)F)F 4-tridecafluorooctyl-benzoate